OC=1C(=C(C(=CC1)C)NC(=O)C1=CN=C(S1)NC1=NN(C=C1)CC(=O)N1CC2(CN(C2)C(=O)OC(C)(C)C)C1)C tert-butyl 6-[2-[3-[[5-[(3-hydroxy-2,6-dimethyl-phenyl)carbamoyl]thiazol-2-yl]amino]pyrazol-1-yl]acetyl]-2,6-diazaspiro[3.3]heptane-2-carboxylate